C(C)OC(CCC(=O)C1=NC2=C(C=CC=C2C(=C1O)Br)C1=CC=C(C=C1)F)=O 4-[4-bromo-8-(4-fluoro-phenyl)-3-hydroxy-quinolin-2-yl]-4-oxo-butyric acid ethyl ester